(2R,3S,5R)-5-(6-amino-2-chloro-9H-purin-9-yl)-2-((((S)-(((S)-1-(2-ethylbutoxy)-1-oxopropan-2-yl)amino)(phenoxy)phosphoryl) oxy)methyl)-2-ethynyltetrahydrofuran-3-yl isobutyrate C(C(C)C)(=O)O[C@@H]1[C@@](O[C@H](C1)N1C2=NC(=NC(=C2N=C1)N)Cl)(C#C)CO[P@](=O)(OC1=CC=CC=C1)N[C@H](C(=O)OCC(CC)CC)C